ClC1=CC=C(C=C1)C1=NC=2C(=NC(=CC2)N2CCNCC2)N1C1=CC=NC=C1 1-[2-(4-chlorophenyl)-3-(pyridin-4-yl)-3H-imidazo[4,5-b]Pyridin-5-yl]piperazine